CC=1N(N=C2C3=C(CC4(C12)CCC4)OC(=C3)C(=O)NC[C@H]3OCCC3)CC3=NC=CC=C3 Methyl-2'-(pyridin-2-ylmethyl)-N-[(2S)-tetrahydrofuran-2-ylmethyl]-2',5'-dihydrospiro[cyclobutane-1,4'-furo[2,3-g]indazole]-7'-carboxamide